N[C@@H]1C2=CC=CC=C2CC12CCN(CC2)C=2NC(C1=C(N2)NN=C1C1=CC(CC=2N=C(SC21)N)(C)C)=O (S)-6-(1-amino-1,3-dihydrospiro[indene-2,4'-piperidin]-1'-yl)-3-(2-amino-5,5-dimethyl-4,5-dihydrobenzo[d]thiazol-7-yl)-1,5-dihydro-4H-pyrazolo[3,4-d]pyrimidin-4-one